11-(2-hydroxy-3,4-dimethyl-5-oxo-2,5-dihydrofuran-2-yl)undecanoic acid OC1(OC(C(=C1C)C)=O)CCCCCCCCCCC(=O)O